(3S)-1-(4-(3-(1-((3r,5r,7r)-adamantan-1-yl)ethyl)ureido)-3-fluorobenzoyl)-N-(7-(hydroxyamino)-7-oxoheptyl)piperidine-3-carboxamide C12(CC3CC(CC(C1)C3)C2)C(C)NC(NC2=C(C=C(C(=O)N3C[C@H](CCC3)C(=O)NCCCCCCC(=O)NO)C=C2)F)=O